CS(=O)(C1=CC(=CC=C1)C)=NC1=C(C=CC=C1)C#CC=1C=CC(=NC1)C(=O)O 5-[2-(2-{[methyl(3-methylphenyl)oxo-λ6-sulfanylidene]-amino}phenyl)ethynyl]pyridine-2-carboxylic acid